tert-butyl 2-cyano-2-[2-(1-methylcyclopropyl)pyrimidin-5-yl]acetate C(#N)C(C(=O)OC(C)(C)C)C=1C=NC(=NC1)C1(CC1)C